2-Oxoglutaryl-CoA O=C(C(=O)SCCNC(CCNC([C@@H](C(COP(OP(OC[C@@H]1[C@H]([C@H]([C@@H](O1)N1C=NC=2C(N)=NC=NC12)O)OP(=O)(O)O)(=O)O)(=O)O)(C)C)O)=O)=O)CCC(=O)O